(2-(methylsulfonyl)ethyl)carbamic acid tert-butyl ester C(C)(C)(C)OC(NCCS(=O)(=O)C)=O